N,N-bis(2-hydroxyethyl)aminomethylphosphonic acid OCCN(CCO)CP(O)(O)=O